1-bromo-4-fluoro-2-(pent-4-en-1-yl)benzene (R)-2-methoxypropyl-methanesulfonate CO[C@@H](CCS(=O)(=O)O)C.BrC1=C(C=C(C=C1)F)CCCC=C